C12CN(CC2C1)C1=NC=C(C(=N1)NCC1=CC(=C(C=C1)OC)Cl)C(=O)N[C@@H]1CC[C@H](CC1)O (3-azabicyclo[3.1.0]hexane-3-yl)-4-(3-chloro-4-methoxybenzylamino)-N-(trans-4-hydroxycyclohexyl)pyrimidine-5-carboxamide